C(OC12CC3CC(CC(C1)C3)C2)(OC[C@H]2O[C@@]([C@@H]([C@@H]2O)O)(C#N)C2=CC=C3C(=NC=NN32)N)=O (3S,5S,7S)-adamantan-1-yl (((2R,3S,4R,5R)-5-(4-aminopyrrolo[2,1-f][1,2,4]-triazin-7-yl)-5-cyano-3,4-dihydroxytetrahydrofuran-2-yl)methyl) carbonate